(R/S)-4-(4-((1-(hydroxymethyl)cyclobutyl)amino)-5-oxido-6,7-dihydrothieno[3,2-d]pyrimidin-2-yl)-3,6-dihydropyridine-1(2H)-carboxylic acid tert-butyl ester C(C)(C)(C)OC(=O)N1CCC(=CC1)C=1N=C(C2=C(N1)CC[S@]2=O)NC2(CCC2)CO |r|